1,1-diphenyl-N-(1,4-dioxaspiro[4.5]decan-8-yl)methanimine-15N C1(=CC=CC=C1)C(=[15N]C1CCC2(OCCO2)CC1)C1=CC=CC=C1